FC=1C=CC(=C(CN2C(C=3N(CC2CO)C=C(C3)C3=NC(=NC=C3C)NC3COCC3)=O)C1)CO 2-(5-fluoro-2-(hydroxymethyl)benzyl)-3-(hydroxymethyl)-7-(5-methyl-2-((tetrahydrofuran-3-yl)amino)pyrimidin-4-yl)-3,4-dihydropyrrolo[1,2-a]pyrazine-1(2H)-one